CC1(CCC1)[15N]=C(C1=CC=CC=C1)C1=CC=CC=C1 N-(1-methylcyclobutyl)-1,1-diphenylmethanimine-15N